FC1=C(C(=CC=C1)O)C=1C(=CC2=C(N(C(N=C2N2[C@H](CN(CC2)C(C=C)=O)C)=O)C=2C(=NC=CC2C)C(C)C)N1)C 7-(2-fluoro-6-hydroxyphenyl)-6-methyl-1-(4-methyl-2-(2-propanyl)-3-pyridinyl)-4-((2S)-2-methyl-4-(2-propenoyl)-1-piperazinyl)pyrido[2,3-d]pyrimidin-2(1H)-one